5-chloro-2-fluoro-4-iodo-3-methylpyridine ClC=1C(=C(C(=NC1)F)C)I